C(C)(C)(C)OC(=O)N1CC2=NN(C=C2C1)C 2-methyl-2,6-dihydropyrrolo[3,4-c]pyrazole-5(4H)-carboxylic acid tert-butyl ester